C(CC1=CC=CC=C1)OC=C(C)C1=CC2=CC=CC=C2C=C1 2-(1-phenethyloxy-prop-1-en-2-yl)naphthalene